C(=O)(OCC1C2=CC=CC=C2C2=CC=CC=C12)N[C@@H](CC(N)=O)C(=O)O Fmoc-Asparagine